(5-trifluoromethylpyridin-2-yl)oxyphenol FC(C=1C=CC(=NC1)OC1=C(C=CC=C1)O)(F)F